C(#N)C=1C=NN2C1C(=CC(=C2)OCC)C=2C=CC(=NC2)N2CCC(CC2)(CN(C)C)NC(OCC2CC2)=O cyclopropylmethyl (1-(5-(3-cyano-6-ethoxypyrazolo[1,5-a]pyridin-4-yl)pyridin-2-yl)-4-((dimethylamino)methyl)piperidin-4-yl)carbamate